4-(oxetan-3-ylamino)-6-(1H-pyrazol-4-yl)quinoline-3-carboxamide O1CC(C1)NC1=C(C=NC2=CC=C(C=C12)C=1C=NNC1)C(=O)N